4-(2-aminothiazolo[4,5-b]pyrazin-6-yl)benzonitrile NC=1SC=2C(=NC=C(N2)C2=CC=C(C#N)C=C2)N1